(2-ethylsulfonylphenyl)-[(2R)-4-(6-fluoro-1,3-benzothiazol-2-yl)-2-methyl-piperazin-1-yl]methanone C(C)S(=O)(=O)C1=C(C=CC=C1)C(=O)N1[C@@H](CN(CC1)C=1SC2=C(N1)C=CC(=C2)F)C